3-(2-fluoro-5-methoxyphenyl)-6-isopropyl-7H-[1,2,4]triazolo[3,4-b][1,3,4]thiadiazine FC1=C(C=C(C=C1)OC)C1=NN=C2SCC(=NN21)C(C)C